3-chloropyrazine-2-carboxamide ClC=1C(=NC=CN1)C(=O)N